ClC1=CC2=C(N(C(N=C2N2[C@H](CN(CC2)C(C=C)=O)C)=O)C2=C(C=CC=C2CC)CC)N=C1C1=C(C=CC=C1)C1CC1 6-chloro-7-(2-cyclopropyl-phenyl)-1-(2,6-diethyl-phenyl)-4-((2S)-2-methyl-4-(2-propenoyl)-1-piperazinyl)pyrido[2,3-d]pyrimidin-2(1H)-one